(1S,3S)-3-((2-cyclopropyl-6-(5-(((4-isopropylpyrimidin-2-yl)amino)methyl)-1-methyl-1H-1,2,3-triazol-4-yl)pyridin-3-yl)oxy)cyclohexanecarboxylic acid C1(CC1)C1=NC(=CC=C1O[C@@H]1C[C@H](CCC1)C(=O)O)C=1N=NN(C1CNC1=NC=CC(=N1)C(C)C)C